[N+](=O)([O-])C1(C=2C(=CC=NC2C(=CC1)O)N1CCNCC1)[N+](=O)[O-] 5-nitro-5-nitro-4-(Piperazin-1-yl)quinolin-8-ol